CC1(OB(OC1(C)C)C1=CC=C(C=C1)N(C1=CC=C(C=O)C=C1)C1=CC=C(C=C1)B1OC(C(O1)(C)C)(C)C)C 4-(bis(4-(4,4,5,5-tetramethyl-1,3,2-dioxaborolan-2-yl)phenyl)amino)benzaldehyde